ClC1=CC=C(C=N1)N(C1CCN(CC1)C(=O)OC(C)(C)C)C=1C=NC=CC1OC Tert-butyl 4-((6-chloropyridin-3-yl)(4-methoxypyridin-3-yl)amino)piperidine-1-carboxylate